8-((2-azabicyclo[2.2.1]heptan-5-yl)oxy)-6-(4-fluorophenyl)-N-((R)-1-(2-(trifluoromethyl)pyrimidin-5-yl)ethyl)quinazolin-4-amine C12NCC(C(C1)OC=1C=C(C=C3C(=NC=NC13)N[C@H](C)C=1C=NC(=NC1)C(F)(F)F)C1=CC=C(C=C1)F)C2